BrC1=CC(=NC=C1)N(CC(=O)N(C)C)C 2-[(4-bromo-2-pyridinyl)-methyl-amino]-N,N-dimethylacetamide